4-chloro-2-cyclopropyl-7H-pyrrolo[2,3-d]pyrimidine ClC=1C2=C(N=C(N1)C1CC1)NC=C2